3,5-difluoro-4-[(4-methoxyphenyl)methoxy]-N-{[(1r,4r)-4-(5-methoxy-2H-pyrazolo[3,4-c]pyridin-2-yl)cyclohexyl]methyl}benzamide FC=1C=C(C(=O)NCC2CCC(CC2)N2N=C3C=NC(=CC3=C2)OC)C=C(C1OCC1=CC=C(C=C1)OC)F